C(CC)[N+](CCCCS(=O)(=O)O)(CCC)CCC N,N,N-tripropyl-4-sulfobutan-1-aminium